4-amino-1-[(2R,4R,SR)-3,3-difluoro-4-hydroxy-5-(hydroxymethyl)oxolan-2-yl]pyrimidin-2-one NC1=NC(N(C=C1)[C@@H]1O[C@H]([C@H](C1(F)F)O)CO)=O |&1:9|